C(C)(=O)OC=1C(=NC=CC1OC)C(N[C@H](C(=O)NC(=C(C1=CC(=C(C=C1)OC)F)C1=CC(=C(C=C1)OC)F)C)C)=O (S)-2-((1-((1,1-bis(3-fluoro-4-methoxyphenyl)prop-1-en-2-yl)amino)-1-oxopropan-2-yl)carbamoyl)-4-methoxypyridin-3-yl acetate